C(C)(C)(C)S(=O)(=O)N[C@@H]1C(=C2CCC1CC2)C(=O)[O-] (2R,3S)-3-((S)-tert-butylsulfonamido)-bicyclo[2.2.2]octene-2-carboxylate